S(N)(=O)(=O)C=1C=C(C(=O)N)C=CC1 m-sulfamoyl-benzamide